dl-4-(4-aminophenyl)butyrat NC1=CC=C(C=C1)CCCC(=O)[O-]